(R)-N-Ethyl-2-((5-(2-(6-(ethyl-(2-methoxyethyl)amino)-2-methylhexan-3-yl)-2,6-diazaspiro[3.4]oct-6-yl)-1,2,4-triazin-6-yl)oxy)-5-fluoro-N-isopropylbenzamide C(C)N(C(C1=C(C=CC(=C1)F)OC1=C(N=CN=N1)N1CC2(CN(C2)[C@@H](C(C)C)CCCN(CCOC)CC)CC1)=O)C(C)C